1-[3-(4-Chloro-2-methyl-2H-pyrazol-3-yl)-4-(3-dimethylamino-propoxy)-phenyl]-3-(4-fluoro-3-hydroxy-phenyl)-urea ClC1=C(N(N=C1)C)C=1C=C(C=CC1OCCCN(C)C)NC(=O)NC1=CC(=C(C=C1)F)O